ClC1=CC(=NC2=C3N=C(C=CC3=CC=C12)C)C1=CC=CC2=CC=CC=C12 4-chloro-9-methyl-2-(naphthalen-1-yl)-1,10-phenanthroline